tert-Butyl 4-[8-fluoro-6-(8-fluoro-2-methyl-imidazo[1,2-a]pyridin-6-yl)-2-quinolyl]piperidine-1-carboxylate FC=1C=C(C=C2C=CC(=NC12)C1CCN(CC1)C(=O)OC(C)(C)C)C=1C=C(C=2N(C1)C=C(N2)C)F